1-(4-methoxybenzyl)benzo[c]indol COC1=CC=C(CC=2C34C(=CN=C3C=CC2)C=CC=C4)C=C1